ClC1=C(C=CC(=C1)Cl)C=1CCCC2=C(C1C1=CC=C(C=C1)O[C@H]1CNCC1)C=CC(=C2)C(=O)OC methyl (R)-8-(2,4-dichlorophenyl)-9-(4-(pyrrolidin-3-yloxy)phenyl)-6,7-dihydro-5H-benzo[7]annulene-3-carboxylate